C(C1=CC=CC=C1)ONC[C@@H]1N(CCN(C1)C1=C(C(=CC=C1[N+](=O)[O-])OC1=CC=CC=C1)C(F)(F)F)C(=O)OC(C)(C)C tert-butyl (2R)-2-{[(benzyl oxy)amino]methyl}-4-[6-nitro-3-phenoxy-2-(trifluoromethyl)phenyl]piperazine-1-carboxylate